C1(CC1)C1=C(C=NN1C1=C2C=CNC(C2=CC=C1)=C=O)C(=O)NC1=CC(=NC=C1)C(F)(F)F 5-cyclopropyl-1-(1-carbonyl-1,2-dihydroisoquinolin-5-yl)-N-(2-(trifluoromethyl)pyridin-4-yl)-1H-pyrazole-4-carboxamide